NC1=NC=2C=C(C(=CC2C2=C1N(N=C2)C)C(=O)N2C[C@H](CC2)C2=CC=C(C=C2)C(F)(F)F)F (4-amino-7-fluoro-3-methyl-3H-pyrazolo[3,4-c]quinolin-8-yl)((3R)-3-(4-(trifluoromethyl)phenyl)-1-pyrrolidinyl)methanone